2-[4-(4-chlorophenyl)-5-[2-(difluoromethyl)-4-pyridyl]-2-hydroxy-imidazol-1-yl]-1-(2,7-diazaspiro[3.5]non-7-yl)ethanone methyl-Isovalerate COC(CC(C)C)=O.ClC1=CC=C(C=C1)C=1N=C(N(C1C1=CC(=NC=C1)C(F)F)CC(=O)N1CCC2(CNC2)CC1)O